BrC=1C=C2C=NN(C2=CC1)[C@H]1COCC1 5-bromo-1-[(3R)-oxolan-3-yl]Indazole